N=1C=CC=2C1NC=CC2C=2C=NN(C2)C2(CCN(CC2)S(=O)(=O)C)CC(=O)NCC(F)(F)F 2-(4-(4-(7H-pyrrolo[2,3-b]pyridin-4-yl)-1H-pyrazol-1-yl)-1-(methylsulfonyl)piperidin-4-yl)-N-(2,2,2-trifluoroethyl)acetamide